O=C1C=C(CCN1C(=O)OC(C)(C)C)B1OC(C(O1)(C)C)(C)C tert-butyl 6-oxo-4-(4,4,5,5-tetramethyl-1,3,2-dioxaborolan-2-yl)-3,6-dihydropyridine-1(2H)-carboxylate